FC1(CC(C1)C(CC(=O)N[C@@H](COC(F)F)C1=CC(=CC=C1)OC(F)F)O)F 3-(3,3-Difluorocyclobutyl)-N-((R)-2-(Difluoromethoxy)-1-(3-(Difluoromethoxy)phenyl)ethyl)-3-hydroxypropionamide